1-(4-(4-Morpholinopyrimidin-2-yl)-1,4-diazepan-1-yl)prop-2-en-1-one O1CCN(CC1)C1=NC(=NC=C1)N1CCN(CCC1)C(C=C)=O